9,10-bis[4-(2,2-Diphenyl-ethenyl)phenyl]anthracene C1(=CC=CC=C1)C(=CC1=CC=C(C=C1)C=1C2=CC=CC=C2C(=C2C=CC=CC12)C1=CC=C(C=C1)C=C(C1=CC=CC=C1)C1=CC=CC=C1)C1=CC=CC=C1